CN1N=CC(=C1)C=1C=C2C(=NC1)NC=C2C2=CC=C1C(CC3(CCNCC3)OC1=C2)=O 7-(5-(1-methyl-1H-pyrazol-4-yl)-1H-pyrrolo[2,3-b]pyridin-3-yl)spiro[chromane-2,4'-piperidin]-4-one